C(CCCCCCCCC\C=C/CCCCCCCC)(=O)O (11Z)-eicosa-11-enoic acid